(1R,3S,5R)-2-(2-(3-acetyl-5-(2-methylpyrimidin-5-yl)-1H-indazol-1-yl)acetyl)-N-((E)-2-fluoro-3-phenylbut-2-en-1-yl)-5-methyl-2-azabicyclo[3.1.0]hexane-3-carboxamide C(C)(=O)C1=NN(C2=CC=C(C=C12)C=1C=NC(=NC1)C)CC(=O)N1[C@@H]2C[C@@]2(C[C@H]1C(=O)NC/C(=C(/C)\C1=CC=CC=C1)/F)C